3-isopropyl-1-(7-(6-(3-methoxypropoxy)pyridin-3-yl)quinoxalin-2-yl)-1-methylurea C(C)(C)NC(N(C)C1=NC2=CC(=CC=C2N=C1)C=1C=NC(=CC1)OCCCOC)=O